4-((4-([1,2,4]triazolo[1,5-a]pyridin-6-yl)piperidin-1-yl)sulfonyl)-1-methyl-1H-pyrazole-5-carbonitrile N=1C=NN2C1C=CC(=C2)C2CCN(CC2)S(=O)(=O)C=2C=NN(C2C#N)C